1-(4-chlorobenzyl)cyclopropane-1-carboxylic acid ClC1=CC=C(CC2(CC2)C(=O)O)C=C1